ClC=1C(=NC=C(C1)C(F)(F)F)N1CCN(CC1)C(=O)C1=NN(C(C2=CC=CC=C12)=O)CC 4-[[4-[3-chloro-5-(trifluoromethyl)-2-pyridinyl]-1-piperazinyl]carbonyl]-2-ethyl-1(2H)-phthalazinone